4-{3-[(4-methyl-1,2,4-triazol-3-yl)methyl]oxetan-3-yl}-6-(6-{[(3S)-3-methylpiperidin-1-yl]methyl}-1-oxo-4-(trifluoromethyl)-3H-isoindol-2-yl)pyridine-2-carbonitrile CN1C(=NN=C1)CC1(COC1)C1=CC(=NC(=C1)N1C(C2=CC(=CC(=C2C1)C(F)(F)F)CN1C[C@H](CCC1)C)=O)C#N